FC12CC(C1)(C2)C(CNC(=O)NCC2=CC(=NC=C2)OCC(F)(F)F)O 1-[2-(3-fluoro-1-bicyclo[1.1.1]pentanyl)-2-hydroxyethyl]-3-[[2-(2,2,2-trifluoroethoxy)pyridin-4-yl]methyl]urea